CC1=C(C2=C(C(N(N=N2)[C@H]2CCOC[C@@H]2O)=O)C=C1CC=1C=NC(=CC1)C(NC)=O)C 1,5-anhydro-2,3-dideoxy-3-(7,8-dimethyl-6-((6-(methylcarbamoyl)pyridin-3-yl)methyl)-4-oxo-1,2,3-benzotriazin-3(4H)-yl)-L-threo-pentitol